CN1CC2(C1)CC(C2)N2N=CC(=C2)NC2=NC1=CC=C(C=C1C=N2)C=2C=NNC2 N-(1-(2-methyl-2-azaspiro[3.3]heptan-6-yl)-1H-pyrazol-4-yl)-6-(1H-pyrazol-4-yl)quinazolin-2-amine